FC(C(C(F)(F)F)(C=1C=C(C(=CC1)O)C1=C2C(OC(C2=CC=C1C(=O)N)=O)=O)C=1C=C(C(=CC1)O)C1=C2C(OC(C2=CC=C1C(=O)N)=O)=O)(F)F N'-((perfluoropropane-2,2-diyl)bis(6-hydroxy-3,1-phenylene))bis(1,3-dioxo-1,3-dihydroisobenzofuran-5-carboxamide)